SCCCCSCC(CS)S 1-(4'-mercaptobutylthio)-2,3-dimercaptopropane